C(\C=C/CCCCCCCC)O (Z)-undec-2-en-1-ol